S(C1=CC(=C(C(=C1)C(C)(C)C)O)C)C1=CC(=C(C(=C1)C(C)(C)C)O)C 4,4'-thiobis(6-tert-butyl-2-methylphenol)